N-cyclopentyl-2-methyl-6-({[2-(trifluoromethyl)phenyl]carbonyl}amino)-1H-benzoimidazole-4-carboxamide C1(CCCC1)NC(=O)C1=CC(=CC=2NC(=NC21)C)NC(=O)C2=C(C=CC=C2)C(F)(F)F